PHENYL-NAPHTHYLAMINE C1(=CC=CC=C1)NC1=CC=CC2=CC=CC=C12